C(CC)C1CN(C1)C(=O)O[C@@H]1CC[C@H](CC1)C(N(C[C@@H]1CC[C@H](CC1)C1=NC(=C(C=C1)OC)C)C1=NC=CC(=C1)C=1N=C(OC1)C1CC1)=O trans-4-((4-(2-Cyclopropyloxazol-4-yl)-pyridin-2-yl)((trans-4-(5-methoxy-6-methyl-pyridin-2-yl)cyclohexyl)methyl)carbamoyl)cyclohexyl 3-propylazetidine-1-carboxylate